(E)-(2-((4-(ethylcarbamoyl)-1H-pyrazol-1-yl)methyl)-3-fluoroallyl)tert-butyl carbamate C(N)(OC(CC/C(=C\F)/CN1N=CC(=C1)C(NCC)=O)(C)C)=O